C(C)(C)(C)OC(=O)N1CCC(CC1)(O)CC(=O)OCC.COC=1C=C(CC(C(=O)N)C2=CC=CC=C2)C=CC1OC 3,4-dimethoxy-alpha-phenyl-hydrocinnamamide tert-Butyl-4-(2-ethoxy-2-oxo-ethyl)-4-hydroxy-piperidine-1-carboxylate